ClC=1C=CC(=C(C1)S(=O)(=O)NC1=CC(=C(C=C1)B1OC(C(O1)(C)C)(C)C)C)F 5-chloro-2-fluoro-N-(3-methyl-4-(4,4,5,5-tetramethyl-1,3,2-dioxaborolan-2-yl)phenyl)benzenesulfonamide